ClC1=C(C(=CC(=C1)[N+](=O)[O-])Cl)C=1C2=CC=C(N2)C(=C2C=CC(C(=C3C=CC(=C(C=4C=CC1N4)C4=C(C=C(C=C4Cl)[N+](=O)[O-])Cl)N3)C3=C(C=C(C=C3Cl)[N+](=O)[O-])Cl)=N2)C2=C(C=C(C=C2Cl)[N+](=O)[O-])Cl 5,10,15,20-tetrakis(2,6-dichloro-4-nitrophenyl)-porphyrin